4-((R*)-2-methoxy-1-(thiazol-4-ylmethoxy)ethyl)-2-methyl-N-((R)-1-(2-(1-methyl-1H-pyrazol-4-yl)quinolin-4-yl)ethyl)benzamide COC[C@H](OCC=1N=CSC1)C1=CC(=C(C(=O)N[C@H](C)C2=CC(=NC3=CC=CC=C23)C=2C=NN(C2)C)C=C1)C |o1:3|